S=C1NN=NN1CCCC(=O)N (2-(5-thioxo-4,5-dihydro-1H-tetrazol-1-yl)ethyl)acetamide